8-[5-[2-[1-(trifluoromethyl)cyclopropyl]ethynyl]-3,4-dihydro-2H-quinolin-1-yl]-2,4,5,7,10-pentazatricyclo[7.4.0.02,6]trideca-1(13),3,5,7,9,11-hexaene FC(C1(CC1)C#CC1=C2CCCN(C2=CC=C1)C1=NC2=NN=CN2C2=CC=CN=C12)(F)F